5-chloro-3-(N-((5-(2,6-dioxopiperidin-3-yl)-4-oxo-5,6-dihydro-4H-thieno[3,4-c]pyrrol-1-yl)methyl)sulfamoyl)thiophene-2-carboxylic acid methyl ester COC(=O)C=1SC(=CC1S(NCC=1SC=C2C1CN(C2=O)C2C(NC(CC2)=O)=O)(=O)=O)Cl